C(C)(C)(C)OC(=O)NC(CCNCCCCNCCC(C)(C)NC(OC(C)(C)C)=O)(C)C tertbutyl N-(4-{[4-({3-[(tert-butoxycarbonyl)amino]-3-methylbutyl}amino)butyl]amino}-2-methylbutan-2-yl)carbamate